10-[3'-(dibenzothiophen-4-yl)biphenyl-3-yl]naphtho[1',2':4,5]furo[2,3-b]pyrazine C1=CC=C(C=2SC3=C(C21)C=CC=C3)C=3C=C(C=CC3)C3=CC(=CC=C3)C=3N=C2C(=NC3)OC3=C2C=2C=CC=CC2C=C3